ClC1=C(C=C(C=C1)F)[C@H]1N(CCC1)C1=C(C(=O)N[C@H](C)\C=C\S(=O)(=O)C)C=CC=N1 ((S)-2-(2-Chloro-5-fluorophenyl)pyrrolidin-1-yl)-N-((R,E)-4-(methylsulfonyl)but-3-en-2-yl)nicotinamide